ClC=1C(=C(C(=CC1)N1N=NN=C1)C=1C=CC(=[N+](C1)[O-])C(CN1N=CC(=C1)F)N1N=CC(=C1)C1=CC(=NC=C1)C(C)C)F 5-(3-Chloro-2-fluoro-6-(1H-tetrazol-1-yl)phenyl)-2-(2-(4-fluoro-1H-pyrazol-1-yl)-1-(4-(2-isopropylpyridin-4-yl)-1H-pyrazol-1-yl)ethyl)pyridine 1-oxide